C(CC(O)(C(=O)O)CC(=O)O)(=O)[O-].C(C)(=O)O.[Na+] Sodium acetate Citrate